NC(C(=O)N[C@H]1CN(CC1)CCCC(=O)N1CCN(CC1)C)CCCN1C(=NC=C1)N 2-amino-5-(2-amino-1H-imidazol-1-yl)-N-((R)-1-(4-(4-methylpiperazin-1-yl)-4-oxobutyl)pyrrolidin-3-yl)pentanamide